ClC=1C(=C2C(=NC1C)CN(C2)C(=O)[C@H]2CN(CC2)C2=NC(=NC=C2)C2CC2)C (3-chloro-2,4-dimethyl-5,7-dihydropyrrolo[3,4-b]pyridin-6-yl)-[(3R)-1-(2-cyclopropylpyrimidin-4-yl)pyrrolidin-3-yl]methanone